ClC1=CNC2=C(C=CC(=C12)Cl)NS(=O)(=O)C1=CC=C(C=C1)[N+](=O)[O-] N-(3,4-dichloro-1H-indol-7-yl)-4-nitrobenzenesulfonamide